C(CCC)C=1C(=C(C=CC1)NC(O)=O)CCCC.CN(C1=CC=C(C=CC=2SC3=C(N2)C=CC=C3)C=C1)C 2-(p-dimethylaminostyryl)benzthiazole (dibutyl-phenyl)carbamate